(R)-7-(5-chloro-2-((1-methyl-1h-pyrazole-5-yl)amino)pyridine-4-yl)-2-((2-(hydroxymethyl)pyridin-3-yl)methyl)-3-(methoxymethyl)-3,4-dihydropyrrolo[1,2-a]pyrazine-1(2H)-one ClC=1C(=CC(=NC1)NC1=CC=NN1C)C=1C=C2N(C[C@@H](N(C2=O)CC=2C(=NC=CC2)CO)COC)C1